CCCCC (E)-1-methylbutan